C(C)C=1C(=C(C=C(C1C=CCCCCCCCCCC)CC)S(=O)(=O)O)O 3,5-diethyl-hydroxy-4-dodecenyl-benzenesulfonic acid